COC1OC(C2=NC(=CC=C21)NC2=NC=C(C(=N2)N[C@H](CO)C2=CC=CC=C2)C2=NC(=NO2)C2=NC=CC=C2)(C)C (2S)-2-((2-((5-methoxy-7,7-dimethyl-5,7-dihydrofuro[3,4-b]pyridin-2-yl)amino)-5-(3-(pyridin-2-yl)-1,2,4-oxadiazol-5-yl)pyrimidin-4-yl)amino)-2-phenylethan-1-ol